COC1=C(C=C(C=C1)C(F)(F)F)C1=C(C=NC(=C1)C)C(=O)OC methyl 4-(2-methoxy-5-(trifluoromethyl) phenyl)-6-methylpyridine-3-carboxylate